FC=1C=C(C=CC1)N1N=C(C=C1C(=O)OCC)O ethyl 1-(3-fluorophenyl)-3-hydroxy-1H-pyrazole-5-carboxylate